NC(CC1=CC2=C(C=C1)OCO2)CC 2-amino-1-(3,4-methylenedioxyphenyl)butane